ClC=1C=C(C=CC1F)NC(N(CC1=CN=CC2=CC=CC=C12)CC)=O (R)-3-(3-chloro-4-fluorophenyl)-1-ethyl-1-(isoquinolin-4-ylmethyl)urea